β-ethylglycidyl α-allyloxymethylacrylate C(C=C)OCC(C(=O)OC(C1CO1)CC)=C